FC(C=1C=CC(=NC1)CC1CC2(CN(C2)C(=O)N2CC3(C2)NC(OC3)=O)CC1)(F)F 2-[6-[[5-(trifluoromethyl)-2-pyridinyl]methyl]-2-azaspiro[3.4]octane-2-carbonyl]-7-oxa-2,5-diazaspiro[3.4]octan-6-one